FC1=CC=C(N=N1)O[C@@H]1C[C@@H](N(C1)CC1=CN=C(S1)NC(C)=O)C N-(5-(((2S,4R)-4-((6-fluoropyridazin-3-yl)oxy)-2-methylpyrrolidin-1-yl)methyl)thiazol-2-yl)acetamide